Cl.C1(CC1)C[C@@H](C(=O)NN)NC(OCC1=CC=CC=C1)=O benzyl N-[(1S)-1-(cyclopropylmethyl)-2-hydrazino-2-oxo-ethyl]carbamate hydrochloride